((1R,2R,4S)-2-(3-chloropyridin-2-yl)-4-phenylbicyclo[2.1.1]hexan-1-yl)(naphthalen-2-yl)methanone ClC=1C(=NC=CC1)[C@H]1C2(CC(C1)(C2)C2=CC=CC=C2)C(=O)C2=CC1=CC=CC=C1C=C2